1,8-diphenyl-9H-carbazole C1(=CC=CC=C1)C1=CC=CC=2C3=CC=CC(=C3NC12)C1=CC=CC=C1